(9aR,10S)-10-(bis(4-fluorophenyl)methyl)-3,5-dioxo-5,7,8,9,9a,10-hexahydro-3H-pyrrolo[1',2':4,5]pyrazino[1,2-b]pyridazin-4-yl 3-methylbutanoate CC(CC(=O)OC1=C2N(N=CC1=O)[C@H]([C@@H]1N(C2=O)CCC1)C(C1=CC=C(C=C1)F)C1=CC=C(C=C1)F)C